FC1=CC(=C(C=C1F)NC1=C(C(=O)O)C=C(C=C1)C(F)(F)F)C 2-((4,5-difluoro-2-methylphenyl)-amino)-5-(trifluoromethyl)benzoic acid